(R,6S)-6-(3-methoxyazetidin-1-yl)-N'-(((R)-3-methyl-1,2,3,5,6,7-hexahydro-s-indacen-4-yl)carbamoyl)-6,7-dihydro-5H-pyrazolo[5,1-b][1,3]oxazine-3-sulfonimidamide COC1CN(C1)[C@H]1CN2C(OC1)=C(C=N2)[S@@](=O)(N)=NC(NC2=C1[C@@H](CCC1=CC=1CCCC21)C)=O